ClC=1C=C(C(=NC1)N1CC(N(C2(COC2)C1=O)CC1=CC=C(C=C1)C)=O)F 8-(5-chloro-3-fluoropyridin-2-yl)-5-(4-methylbenzyl)-2-oxa-5,8-diazaspiro[3.5]nonane-6,9-dione